COCCC1=C2C=CNC2=C(C=C1)C 4-(2-methoxyethyl)-7-methyl-1H-indole